O1COC2=C1C=CC(=C2)CNC(C(O)[C@H]2N(CCC2)C(CN)=O)=O N-(benzo[d][1,3]dioxol-5-ylmethyl)-2-((S)-1-glycylpyrrolidin-2-yl)-2-hydroxyacetamide